2-(2-(2-((4-(4-(bis(2-chloroethyl)amino)phenyl)butanoyl)oxy)-3-(2-(1-(5-carboxypentyl)-3,3-dimethylindolin-2-ylidene)ethylidene)cyclohex-1-en-1-yl)vinyl)-1,3,3-trimethyl-3H-indol-1-ium ClCCN(C1=CC=C(C=C1)CCCC(=O)OC1=C(CCCC1=CC=C1N(C2=CC=CC=C2C1(C)C)CCCCCC(=O)O)C=CC1=[N+](C2=CC=CC=C2C1(C)C)C)CCCl